Cl.CC=1N=C2N(C=C(N=C2C)NC(=O)N2CCC=3C2=NC=CC3N3CCNC2(CC2)C3)C1 N-(2,8-dimethylimidazo[1,2-a]pyrazin-6-yl)-4-(4,7-diazaspiro[2.5]octan-7-yl)-2,3-dihydro-1H-pyrrolo[2,3-b]pyridine-1-carboxamide hydrochloride